bromo-2-hydroxy-8'-methyl-2'H-spiro[cyclohexane-1,3'-imidazo[1,5-a]pyridine]-1',5'-dione BrN1C2(N3C(=C(C=CC3=O)C)C1=O)C(CCCC2)O